siloxan Oxalate C1(C(=O)OO[SiH2]O1)=O